FC(F)C(CC1=CC=C(C=C1)F)S(=O)(=O)O Difluoromethyl-(E)-2-(4-fluorophenyl)ethane-1-sulfonic acid